C(C=C)(=O)N[C@@H]1[C@@H](CCCC1)NC(=O)C=1SC=2N=CC=C3N(C(NC1C23)=O)C2=C(C=C(C=C2)OC=2N=NC=CC2)C N-((1R,2S)-2-Acrylamidocyclohexyl)-5-(2-methyl-4-(pyridazin-3-yloxy)phenyl)-4-oxo-4,5-dihydro-3H-1-thia-3,5,8-triazaacenaphthylene-2-carboxamide